rac-3-(Methoxymethyl)-1,4'-bipiperidine dihydrochloride rac-Benzyl-3-(methoxymethyl)[1,4'-bipiperidine]-1'-carboxylate C(C1=CC=CC=C1)OC(=O)N1CCC(CC1)N1C[C@@H](CCC1)COC.Cl.Cl.COC[C@H]1CN(CCC1)C1CCNCC1 |r|